ClC1=C2C(=NC=C1C=1C=C(C=CC1)N1C(CN(CC1)C([C@H](C(C)C)NC(OC(C)(C)C)=O)=O)=O)NC=C2CC tert-butyl (S)-(1-(4-(3-(4-chloro-3-ethyl-1H-pyrrolo[2,3-b]pyridin-5-yl)phenyl)-3-oxopiperazin-1-yl)-3-methyl-1-oxobutan-2-yl)carbamate